CN[C@@H]1CCC2=C(SC=C2)CC1 (R)-N-methyl-5,6,7,8-tetrahydro-4H-cyclohepta[b]thiophen-6-amine